5-Formyl-2-((4-(S-methylsulfonimidoyl)benzyl)oxy)-benzonitrile C(=O)C=1C=CC(=C(C#N)C1)OCC1=CC=C(C=C1)S(=O)(=N)C